3,5-dimethyl-2-[7-[2-hydroxycyclohexyl]-1,8-naphthyridin-2-yl]phenol CC=1C(=C(C=C(C1)C)O)C1=NC2=NC(=CC=C2C=C1)C1C(CCCC1)O